4-(4-((1S,4S)-2,5-diazabicyclo[2.2.2]octan-2-yl)-8-fluoro-2-(((2R,7aS)-2-fluorotetrahydro-1H-pyrrolizin-7a(5H)-yl)methoxy)quinazolin-7-yl)-5,6-difluoronaphthalen-2-ol [C@@H]12N(C[C@@H](NC1)CC2)C2=NC(=NC1=C(C(=CC=C21)C2=CC(=CC1=CC=C(C(=C21)F)F)O)F)OC[C@]21CCCN1C[C@@H](C2)F